C(CCCCCCCCCCC)N(C(C1=C(C=C(C=C1)OC)F)=O)C1=C(C=C(C(=C1)F)F)F N-dodecyl-2-fluoro-4-methoxy-N-(2,4,5-trifluorophenyl)benzamide